1,1,1,3,3,3-Hexafluoropropan-2-yl 1-(2-(tetrahydro-2H-pyran-4-yloxy)-4-(trifluoromethyl) benzyl)-1,8-diazaspiro[4.5]decane-8-carboxylate O1CCC(CC1)OC1=C(CN2CCCC23CCN(CC3)C(=O)OC(C(F)(F)F)C(F)(F)F)C=CC(=C1)C(F)(F)F